C(C1=CC=CC=C1)OC1=NC=2N(C(=C1)N1[C@H](CN[C@@H](C1)C)C)N=C(C2)CC#N 2-(5-(benzyloxy)-7-((2S,5R)-2,5-dimethylpiperazin-1-yl)pyrazolo[1,5-a]pyrimidin-2-yl)acetonitrile